C[C@H]1C(C(N(C1)C=1C=CC=2N=CN=C(C2N1)NC1=CC(=C(C=C1)OC1=CC2=C(N(C=N2)C)C=C1)C)=O)=C (4S)-4-methyl-1-[4-({3-methyl-4-[(1-methyl-1,3-benzodiazol-5-yl)oxy]phenyl}amino)pyrido[3,2-d]pyrimidin-6-yl]-3-methylidenepyrrolidin-2-one